[Si](C)(C)(C(C)(C)C)O[C@H](CC(=O)O)CC[C@]1(OC(O[C@H]1C=C)C1=CC=C(C=C1)OC)C (3S)-3-((tert-butyldimethylsilyl)oxy)-5-((4R,5S)-2-(4-methoxyphenyl)-4-methyl-5-vinyl-1,3-dioxolan-4-yl)pentanoic acid